C(#N)C=1C=CC(=C(C1)C1=NN(C=C1NC(=O)C=1C=NN2C1N=CC=C2)CC(=O)N2[C@H](CCC2)C)OC (S)-N-(3-(5-cyano-2-methoxyphenyl)-1-(2-(2-methylpyrrolidin-1-yl)-2-oxoethyl)-1H-pyrazol-4-yl)pyrazolo[1,5-a]pyrimidine-3-carboxamide